(3S)-3-({N-[(4-methoxy-1H-indol-2-yl) carbonyl]-L-leucyl}amino)-2-oxo-4-[(3S)-2-oxopyrrolidin-3-yl]butyl 1,3-dimethyl-1H-pyrazole-4-carboxylate CN1N=C(C(=C1)C(=O)OCC([C@H](C[C@H]1C(NCC1)=O)NC([C@@H](NC(=O)C=1NC2=CC=CC(=C2C1)OC)CC(C)C)=O)=O)C